dimethylsilylenebis(4,1-dimethoxy-1-indenyl)titanium dichloride [Cl-].[Cl-].C[Si](=[Ti+2](C1(C=CC2=C(C=CC=C12)OC)OC)C1(C=CC2=C(C=CC=C12)OC)OC)C